OC(CCCC(=CCCC=O)C)(C)C 9-HYDROXY-5,9-DIMETHYLDEC-4-ENAL